3-bromodihydrofuran BrC1COC=C1